bis((2-bromo-4-(tert-butyl)phenoxy)methyl)diisopropylgermane BrC1=C(OC[Ge](C(C)C)(C(C)C)COC2=C(C=C(C=C2)C(C)(C)C)Br)C=CC(=C1)C(C)(C)C